OC(CN1CCN(CCN(CCN(CC1)CC(=O)O)CC(=O)O)CC(=O)O)C(O)CO 10-(2,3-dihydroxy-(1-hydroxymethyl)propyl)-1,4,7,10-tetraazacyclododecane-1,4,7-triacetic acid